ClC1=C(C(=[N+](C=C1)[O-])C(F)F)C 4-chloro-2-(difluoromethyl)-3-methyl-1-oxido-pyridin-1-ium